O1COC2=C1C=CC(=C2)C=CC(=O)N2C(OCC2C(C)C)=O 3-(3-(benzo[d][1,3]dioxol-5-yl)acryloyl)-4-isopropyl-oxazolidin-2-one